FC=1C(=NC(=NC1)N[C@@H]1[C@@H](CN(CC1)S(=O)(=O)C)C)C1=C(C=2C(N(CC3(C2S1)CC3)C)=O)C 2'-(5-fluoro-2-(((3R,4S)-3-methyl-1-(methylsulfonyl)piperidin-4-yl)amino)pyrimidin-4-yl)-3',5'-dimethyl-5',6'-dihydro-4'H-spiro[cyclopropane-1,7'-thieno[3,2-c]pyridin]-4'-one